O=C1C(C=CCCCCCCCCCCCC1)=O oxocyclohexadecene-2-one